lithium tris(pentafluoroethyl)trifluorophosphate [Li+].C(C(F)(F)[P-](C(C(F)(F)F)(F)F)(C(C(F)(F)F)(F)F)(F)(F)F)(F)(F)F